N(=[N+]=[N-])C1=C(C=O)C=C(C(=C1)OC)[N+](=O)[O-] 2-azido-4-methoxy-5-nitrobenzaldehyde